5-(4-chlorophenyl)-7-cyclopropyl-8,9-dihydropyrido[3',2':4,5]pyrrolo[1,2-a]pyrazin-6(7H)-one ClC1=CC=C(C=C1)C=1C2=C(N3C1C(N(CC3)C3CC3)=O)N=CC=C2